C(C1=CC=CC=C1)OC1=C2C(=NC(=N1)C1CC(C1)C#N)N(N=C2)C2=C(C=C(C=C2)F)F 3-[4-benzyloxy-1-(2,4-difluorophenyl)pyrazolo[3,4-d]pyrimidin-6-yl]cyclobutanecarbonitrile